FC1=C(C(=O)N(C2=NC(=CC=C2)C(=O)C2CCNCC2)C)C(=CC(=C1)F)F 2,4,6-Trifluoro-N-methyl-N-[6-(piperidine-4-carbonyl)-pyridin-2-yl]-benzamide